COC1=NC=CC(=C1)C=1C=NC=2CCN(CC2C1)C1=NC=C(C#N)C=C1C 6-(3-(2-methoxypyridin-4-yl)-7,8-dihydro-1,6-naphthyridin-6(5H)-yl)-5-methylnicotinonitrile